{tert-butoxycarbonylimino-[4-(4,4,5,5-tetramethyl-[1,3,2]dioxaborolan-2-yl)-3,6-dihydro-2H-pyridin-1-yl]-methyl}-carbamic acid tert-butyl ester C(C)(C)(C)OC(NC(N1CCC(=CC1)B1OC(C(O1)(C)C)(C)C)=NC(=O)OC(C)(C)C)=O